4-[(3R)-3-methylmorpholin-4-yl]-6-(2-thiazol-2-ylpyrrolidin-1-yl)-1H-pyridin-2-one C[C@H]1N(CCOC1)C1=CC(NC(=C1)N1C(CCC1)C=1SC=CN1)=O